S-2-((2-((1-((2-hydroxyethyl)thio)-3-mercaptopropan-2-yl)thio)-3-mercaptopropyl)thio)ethylisothiourea OCCSCC(CS)SC(CSCCSC(N)=N)CS